dioleoyloxypropyl-trimethylammonium C(CCCCCCC\C=C/CCCCCCCC)(=O)OC(CC[N+](C)(C)C)OC(CCCCCCC\C=C/CCCCCCCC)=O